O=C1CCC(N1)C1=CC=CC=C1 5-oxo-2-phenylpyrrolidin